allyloxyhydroxyl-sulfonic acid ammonium [NH4+].C(C=C)OOS(=O)(=O)O